ClC=1C=C2C(=C(C(=NC2=CC1C1=CC=CC=2CCCCC12)OC[C@H]1N(CCC1)C)C#N)N1C[C@@H](N(CC1)C(=O)[O-])CC#N (S)-4-(6-chloro-3-cyano-2-(((S)-1-methylpyrrolidin-2-yl)methoxy)-7-(5,6,7,8-Tetrahydronaphthalen-1-yl)quinolin-4-yl)-2-(cyanomethyl)piperazine-1-carboxylate